4,6-bis[2-(1-naphthyl)pyridin-3-yl]-2-phenylpyrimidine C1(=CC=CC2=CC=CC=C12)C1=NC=CC=C1C1=NC(=NC(=C1)C=1C(=NC=CC1)C1=CC=CC2=CC=CC=C12)C1=CC=CC=C1